COC1=CC=CC2=C1OC=1CN(CCC12)CC1(CCCCC1)O 1-((8-methoxy-3,4-dihydrobenzofuro[2,3-c]pyridin-2(1H)-yl)methyl)cyclohexan-1-ol